6-(4-chlorobenzyl)-8-(morpholin-4-yl)-3-(pyridin-3-ylmethyl)pyrido[2,3-e][1,2,4]triazolo[4,3-c]pyrimidin-5(6H)-one ClC1=CC=C(CN2C(N3C(C4=C2C=C(C=N4)N4CCOCC4)=NN=C3CC=3C=NC=CC3)=O)C=C1